ClC1=CC(=C(C=C1)N1CC(N(C2(CC(C2)O)C1=O)CC1=CC=C(C=C1)F)=O)F (2s,4s)-8-(4-chloro-2-fluorophenyl)-5-(4-fluorobenzyl)-2-hydroxy-5,8-diazaspiro[3.5]nonane-6,9-dione